C(C1=CC=CC=C1)(C1=CC=CC=C1)N1CC(C1)OC[C@H](C(=O)O)C(C)C (R)-2-(((1-benzhydrylazetidin-3-yl)oxy)methyl)-3-methylbutyric acid